6-bromo-1-methyl-2,3-dihydro-1H-indene-1-carbonitrile BrC1=CC=C2CCC(C2=C1)(C#N)C